ClC1=CC=C(C=C1)C1=C(CCC(C1)(C)C)CN1CC2(CN(C2)C(=O)C=2C=C3CN(C(C3=CC2)=O)C2C(NC(CC2)=O)=O)C1 3-(5-(6-((4'-chloro-5,5-dimethyl-3,4,5,6-tetrahydro-[1,1'-biphenyl]-2-yl)methyl)-2,6-diazaspiro[3.3]heptane-2-carbonyl)-1-oxoisoindolin-2-yl)piperidine-2,6-dione